F[C@@H]1C[C@H](CC1)NC(N)=O 3-[(1S,3S)-3-fluorocyclopentyl]urea